N,6-dimethyl-5-(4-((2-(3-methylureido)pyridin-4-yl)methyl)piperazin-1-yl)picolinamide CNC(C1=NC(=C(C=C1)N1CCN(CC1)CC1=CC(=NC=C1)NC(=O)NC)C)=O